pyridylmethoxycarbazole N1=C(C=CC=C1)COC1=CC=CC=2C3=CC=CC=C3NC12